C1OCCC12CCN(CC2)CC2=CC(=C(CNC1=C3C(N(C(C3=CC=C1)=O)C1C(NC(CC1)=O)=O)=O)C=C2)F 4-(4-(2-oxa-8-azaspiro[4.5]decan-8-ylmethyl)-2-fluorobenzylamino)-2-(2,6-dioxopiperidin-3-yl)isoindoline-1,3-dione